3-(5-amino-2-(2-methyl-4-(2-(2-(2-(2-phosphonoethoxy)ethoxy)ethoxy)ethoxy)phenethyl)benzo[f][1,7]naphthyridin-8-yl)propanoic acid NC1=NC2=C(C=3C=C(C=NC13)CCC1=C(C=C(C=C1)OCCOCCOCCOCCP(=O)(O)O)C)C=CC(=C2)CCC(=O)O